C(#N)CCCCC1C2(CC2)CCN(C1)C(=O)OC(C)(C)C tert-butyl 4-(4-cyanobutyl)-6-azaspiro[2.5]octane-6-carboxylate